BrC1=C2C=C(C=NC2=CC=C1)C1CC1 5-bromo-3-cyclopropylquinoline